N(C1=CC=CC=C1)CCC1CC(N(C1)C(=O)OC(C)(C)C)(C)C tert-Butyl 4-(2-anilinoethyl)-2,2-dimethyl-pyrrolidine-1-carboxylate